COCCOCC[O-].[Li+] lithium 2-(2-methoxyethoxy)ethoxide